isopropyl myristate (isopropylmyristate) C(C)(C)C(C(=O)O)CCCCCCCCCCCC.C(CCCCCCCCCCCCC)(=O)OC(C)C